tert-butyl 4-[2-(8-fluoro-2-methyl-3,8a-dihydroimidazo[1,2-a]pyridin-6-yl)-4-hydroxy-5-oxo-1,6-naphthyridin-6-yl]piperidine-1-carboxylate FC=1C2N(C=C(C1)C1=NC=3C=CN(C(C3C(=C1)O)=O)C1CCN(CC1)C(=O)OC(C)(C)C)CC(=N2)C